FC=1C(=C2C(=NC1)N(C(=N2)C2CCOCC2)COCC[Si](C)(C)C)C2CCN(CC2)C(=O)OC(C)(C)C tert-butyl 4-[6-fluoro-2-tetrahydropyran-4-yl-3-(2-trimethylsilylethoxymethyl)imidazo[4,5-b]pyridin-7-yl]piperidine-1-carboxylate